N-(5-chloro-4-(5-chloroindolin-1-yl)pyrimidin-2-yl)-6-methoxy-2-methyl-1,2,3,4-tetrahydroisoquinolin-7-amine ClC=1C(=NC(=NC1)NC1=C(C=C2CCN(CC2=C1)C)OC)N1CCC2=CC(=CC=C12)Cl